2-Fluoro-4-methoxy-1-(prop-1-en-2-yl)benzene 4-(5-chloro-1-hexyl-3-(isothiazole-4-carboxamido)-1H-pyrazolo[3,4-b]pyridin-6-yl)phenyl-(3-(dimethylamino)propyl)carbamate ClC=1C=C2C(=NC1C1=CC=C(C=C1)N(C(O)=O)CCCN(C)C)N(N=C2NC(=O)C=2C=NSC2)CCCCCC.FC2=C(C=CC(=C2)OC)C(=C)C